The molecule is an organic heterotricyclic compound that is 1H,6H-pyrano[4,3-c]isochromene-7-carbaldehyde substituted by hydroxy groups at positions 9 and 10, methoxy group at position 8, oxo group at position 1 and a propenyl group at position 3. It is isolated from the fermented mushroom Cyathus stercoreus and exhibits radical scavenging activities. It has a role as a radical scavenger and a fungal metabolite. It is a polyketide, a polyphenol, a delta-lactone, a cyclic ether, an aromatic ether, an arenecarbaldehyde and an organic heterotricyclic compound. C/C=C/C1=CC2=C(C3=C(C(=C(C(=C3CO2)C=O)OC)O)O)C(=O)O1